O=C1COC2(CNC2)CN1 7-oxo-5-oxa-2,8-diazaspiro[3.5]nonan